OS(=O)(=O)C(F)(F)F.C1(=CC=CC=C1)C1OC(CC2=CC=CC=C12)C1=CC=CC=C1 1,3-diphenylisochroman triflate